C[C@H](COS(=O)(=O)C)COC1OCCCC1 Methanesulfonic acid [(2S)-2-methyl-3-tetrahydropyran-2-yloxy-propyl] ester